dihydro-3H-pyrrolo[1,2-c]imidazol-3(2H)-one C1C=2N(C(N1)=O)CCC2